2-(acetylamino)ethylcarboxamide C(C)(=O)NCCC(=O)N